C1(CCC1)N1[C@@H]2[C@@H](N(C(C1=O)=O)CC=1N=NC(=CC1)C1=CC=CC=C1)CCC2 |o1:5| (S,S or R,R)-1-cyclobutyl-4-((6-phenylpyridazin-3-yl)methyl)hexahydro-1H-cyclopenta[b]pyrazine-2,3-dione